COC1CCC2=C(N1)C=C(N2)C=O 5-methoxy-1H-pyrrolo[3,2-b]piperidine-2-carbaldehyde